chlorospiro[cyclopropane-1,3'-pyrrolo[3,2-b]pyridin]-2'(1'H)-one ClN1C(C2(C3=NC=CC=C31)CC2)=O